CC(C)(C)OC(=O)N1CC=2N(CC1)C1=C(N2)C(=CC=C1)C(=O)OCC ethyl 2-{[(2-methylprop-2-yl)oxy]carbonyl}-1,2,3,4-tetrahydrobenzo[4,5]imidazo[3,2-a]pyrazine-9-carboxylate